7-cyano-N,N-diethyl-2-methyl-2H-indazole-4-carboxamide C(#N)C1=CC=C(C2=CN(N=C12)C)C(=O)N(CC)CC